CN(C1=CC=C(C=N1)C1=CC(=C(C=C1)C=1SC2=C(N1)C=CC(=C2)N(C([O-])=O)CCOCCI)C(F)(F)F)C N-[2-[4-[6-(dimethylamino)pyridin-3-yl]-2-(trifluoromethyl)phenyl]-1,3-benzothiazol-6-yl]-N-[2-(2-iodanylethoxy)ethyl]carbamate